tert-butyl (1-(4-(N-acetoxycarbamimidoyl)thiophen-2-yl)-2-(methylamino)-2-oxoethyl)carbamate C(C)(=O)ONC(=N)C=1C=C(SC1)C(C(=O)NC)NC(OC(C)(C)C)=O